N-(2,2-dicyclopropyl-1-(5-((2-oxo-4-(trifluoromethyl)imidazolidin-1-yl)methyl)benzo[d]oxazol-2-yl)ethyl)oxazole-5-carboxamide C1(CC1)C(C(C=1OC2=C(N1)C=C(C=C2)CN2C(NC(C2)C(F)(F)F)=O)NC(=O)C2=CN=CO2)C2CC2